FC=1C=C(C=C(C1)F)C1=NC(=NC(=N1)N1CCNCC1)N1N=CC=C1 2-(3,5-difluorophenyl)-4-(piperazin-1-yl)-6-(1H-pyrazol-1-yl)-1,3,5-triazine